N-(1-methyl-1H-pyrazol-4-yl)-1H-indazole-3-carboxamide CN1N=CC(=C1)NC(=O)C1=NNC2=CC=CC=C12